(R)-5-(7-(4-Chloro-3-(trifluoromethyl)benzoyl)-2-(isopropylamino)-6-methyl-4-oxo-5,6,7,8-tetrahydropyrido[3,4-d]pyrimidin-3(4H)-yl)-N-methylpentanamide ClC1=C(C=C(C(=O)N2CC=3N=C(N(C(C3C[C@H]2C)=O)CCCCC(=O)NC)NC(C)C)C=C1)C(F)(F)F